3-Methyl-3-amyl-1,6-Hexandiol CC(CCO)(CCCO)CCCCC